COC(=O)C1=NN(C(=C1NC(C)=O)F)C1OCCCC1 acetamido-5-fluoro-1-(tetrahydro-2H-pyran-2-yl)-1H-pyrazole-3-carboxylic acid methyl ester